3-[3-(pyridin-3-yl)-1H-1,2,4-triazole-1-sulfonyl]benzoic acid N1=CC(=CC=C1)C1=NN(C=N1)S(=O)(=O)C=1C=C(C(=O)O)C=CC1